BrC1=C(C=C2C(=NC(=NC2=C1F)OCC1(CC1)CN(C)C)N1C[C@@](CCC1)(O)C)F (R)-1-(7-bromo-2-((1-((dimethylamino)methyl)cyclopropyl)methoxy)-6,8-difluoroquinazolin-4-yl)-3-methylpiperidin-3-ol